C(C1=CC=CC=C1)OC(=O)N1[C@H]([C@H](C([C@H](C1)C)(F)F)CN)C (2S,3R,5S)-3-(aminomethyl)-4,4-difluoro-2,5-dimethyl-piperidine-1-carboxylic acid benzyl ester